2,4,7-trimethyloct-6-enal CC(C=O)CC(CC=C(C)C)C